bis(2-Methyl-8-quinolinolate) (2,4,6-triphenylphenolate) aluminum [Al+3].C1(=CC=CC=C1)C1=C(C(=CC(=C1)C1=CC=CC=C1)C1=CC=CC=C1)[O-].CC1=NC2=C(C=CC=C2C=C1)[O-].CC1=NC2=C(C=CC=C2C=C1)[O-]